3,5,3',5'-biphenyltetracarbaldehyde C1(=CC(=CC(=C1)C=O)C=O)C1=CC(=CC(=C1)C=O)C=O